1,1,1-trifluoro-3-hydroxypropan-2-yl 4-(7-fluoro-4,5-dihydroimidazo[1,2-a]quinolin-2-yl)piperidine-1-carboxylate FC=1C=C2CCC=3N(C2=CC1)C=C(N3)C3CCN(CC3)C(=O)OC(C(F)(F)F)CO